2-chloro-5-[2-fluoro-5-(trifluoromethoxy)-phenyl]-4-[(4-methyl-5-oxo-1H-1,2,4-triazol-3-yl)methoxy]benzonitrile ClC1=C(C#N)C=C(C(=C1)OCC1=NNC(N1C)=O)C1=C(C=CC(=C1)OC(F)(F)F)F